3-(4,5-dimethyl-3,6-dioxocyclohex-1,4-dien-1-yl)propionic acid CC=1C(C=C(C(C1C)=O)CCC(=O)O)=O